(S)-1-phenyl-2-((5-(pyridin-2-yl)pyrazin-2-yl)oxy)ethan-1-amine C1(=CC=CC=C1)[C@@H](COC1=NC=C(N=C1)C1=NC=CC=C1)N